Cl.C(C)(=O)N[C@@H]1C[C@@H](N(C1)C(=O)C=1N=C2N(C=C(C=C2)Cl)C1)C=1SC=C(N1)C(=O)N[C@H](C(=O)NC)CCCCNC(=N)N 2-((2R,4R)-4-acetamido-1-(6-chloroimidazo[1,2-a]pyridine-2-carbonyl)pyrrolidin-2-yl)-N-((S)-6-guanidino-1-(methylamino)-1-oxohexan-2-yl)thiazole-4-carboxamide hydrochloride salt